C(C1=CC=CC=C1)OC(N[C@H](C(=O)N[C@H](C(=O)N[C@H](C(=O)N)C[C@H]1C(NCC1)=O)CC1CCCCC1)C(C)(C)C)=O ((S)-1-(((S)-1-(((S)-1-amino-1-oxo-3-((S)-2-oxopyrrolidin-3-yl)propan-2-yl)amino)-3-cyclohexyl-1-oxopropan-2-yl)amino)-3,3-dimethyl-1-oxobutan-2-yl)carbamic acid benzyl ester